C(#N)C=1C=C2C(=CC1)N(C(C21CCN(CC1)CCOC1=CC(=C(C(=O)OC)C=C1)C(F)(F)F)=O)C methyl 4-(2-{5-cyano-1-methyl-2-oxo-1,2-dihydrospiro[indole-3,4'-piperidin]-1'-yl}ethoxy)-2-(trifluoromethyl)benzoate